C(#N)N1C2CCC(C1)[C@H]2NC(=O)C2=NNC(=C2)C=2C=NC=CC2OC2=CC=CC=C2 N-((7R)-2-cyano-2-azabicyclo[2.2.1]heptan-7-yl)-5-(4-phenoxypyridin-3-yl)-1H-pyrazole-3-carboxamide